OC=1C=C(C=CC1O)C(C(=O)O)CO 3,4-dihydroxyl-alpha-(hydroxymethyl)phenylacetic acid